C(CCCCCCCCCCCCCCCCCCCCCCC)(=O)SCCNC(CCNC([C@@H](C(COP(OP(OC[C@@H]1[C@H]([C@H]([C@@H](O1)N1C=NC=2C(N)=NC=NC12)O)OP(=O)(O)O)(=O)O)(=O)O)(C)C)O)=O)=O lignoceryl-CoA